4-fluoro-N-{phenyl[4-(propan-2-yl)phenyl]methyl}-1-[2-(quinolin-6-yl)acetyl]pyrrolidine-2-carboxamide FC1CC(N(C1)C(CC=1C=C2C=CC=NC2=CC1)=O)C(=O)NC(C1=CC=C(C=C1)C(C)C)C1=CC=CC=C1